3-(2-amino-9-(4-amino-3-methylbenzyl)-9H-purin-6-yl)-benzonitrile NC1=NC(=C2N=CN(C2=N1)CC1=CC(=C(C=C1)N)C)C=1C=C(C#N)C=CC1